5-(2,6-difluorophenyl)-N-[(6S)-4-methyl-5-oxo-7,8-dihydro-6H-pyrazolo[1,5-a][1,3]diazepin-6-yl]-[1,2,4]triazolo[1,5-a]pyridine-2-carboxamide FC1=C(C(=CC=C1)F)C1=CC=CC=2N1N=C(N2)C(=O)N[C@@H]2C(N(C=1N(CC2)N=CC1)C)=O